(R)-2-((1-(3,7-dimethyl-4-oxo-2-(pyridin-3-yl)-4H-pyrido[1,2-a]pyrimidin-9-yl)ethyl)amino)benzoic acid CC1=C(N=C2N(C1=O)C=C(C=C2[C@@H](C)NC2=C(C(=O)O)C=CC=C2)C)C=2C=NC=CC2